C(C(=C)C)(=O)OCCN1C=2C=CC=CC2N(C2=CC=CC=C12)CCOC(C(=C)C)=O 5,10-bis(2-methacryloyloxyethyl)-phenazine